1-isopropenyl-benzimidazole C(=C)(C)N1C=NC2=C1C=CC=C2